5-bromo-4-chloro-2,2-dideutero-3H-benzofuran BrC=1C=CC2=C(CC(O2)([2H])[2H])C1Cl